C(#N)C1=C(C=C(C=C1)N1CC(CCC1)C)C1=CC=C(C=C1)CN(C(CCCC)=O)C1(CCCCC1)C(=O)O 1-(N-((2'-Cyano-5'-(3-methylpiperidin-1-yl)-[1,1'-biphenyl]-4-yl)methyl)pentanamido)cyclohexanecarboxylic Acid